OC=1C=C2C=CC(=CC2=CC1)C(=O)CCC(=O)C1=CC2=CC=C(C=C2C=C1)O 1,2-bis(6-hydroxy-2-naphthoyl)ethane